ClCC1=NC(=NO1)CCCCCCCC (chloromethyl)-3-octyl-1,2,4-oxadiazole